ClCCC1CCC(CC1)C1CCC(CC1)CCCl 1-(chloroethyl)-4-[4-(chloroethyl)cyclohexyl]cyclohexane